CC1=NC(=CC(=C1)C=1NC2=CC=C(C=C2C1C(C)C)C1CCN(CC1)C(CN([C@H]1COCC1)C)=O)C (R)-1-(4-(2-(2,6-dimethylpyridin-4-yl)-3-isopropyl-1H-indol-5-yl)piperidin-1-yl)-2-(methyl-(tetrahydrofuran-3-yl)amino)ethan-1-one